Ethyl 2-(6-cyanoimidazo[1,2-a]pyridin-2-yl)acetate C(#N)C=1C=CC=2N(C1)C=C(N2)CC(=O)OCC